[Si](C)(C)(C(C)(C)C)OCCCCC1(CC(=NC=C1)C(C)C)C 4-((tert-butyldimethylsilyloxy)butyl)-2-isopropyl-4-methylpyridine